1,3-dimethylbenzimidazole CN1CN(C2=C1C=CC=C2)C